ClC1=CNC=2N=C(N=C(C21)NC)NC2=CC=C(C=1CCOC12)C(=O)N1CCC(CC1)N1CCOCC1 (7-((5-chloro-4-(methylamino)-7H-pyrrolo[2,3-d]pyrimidin-2-yl)amino)-2,3-dihydrobenzofuran-4-yl)(4-morpholinopiperidin-1-yl)methanone